tert-butyl 2-(3,6-dichloro-1,2,4-triazin-5-yl)-2,7-diazaspiro[3.5]nonane-7-carboxylate ClC=1N=NC(=C(N1)N1CC2(C1)CCN(CC2)C(=O)OC(C)(C)C)Cl